COC=1C=C2C(=NC=NC2=CC1OC)N1CC(C1)CCNS(=O)(=O)C N-(2-(1-(6,7-dimethoxyquinazolin-4-yl)azetidin-3-yl)ethyl)methanesulfonamide